3-(5-(1-(6-chloro-3-methyl-5-(piperazin-1-ylmethyl)-1H-indole-2-carbonyl)piperidin-4-yl)-1-oxoisoindolin-2-yl)piperidine-2,6-dione dihydrochloride Cl.Cl.ClC1=C(C=C2C(=C(NC2=C1)C(=O)N1CCC(CC1)C=1C=C2CN(C(C2=CC1)=O)C1C(NC(CC1)=O)=O)C)CN1CCNCC1